C(C)(C)(C)N(C(O)=O)CCC=1SC(=CC1)Br.FC=1C(=NC(=NC1)NC=1C=C(C(=O)NC2CNCCC2)C=CC1)NCC1=CC(=CC=C1)F 3-({5-fluoro-4-[(3-fluorobenzyl)amino]pyrimidin-2-yl}amino)-N-(piperidin-3-yl)benzamide tert-butyl-(2-(5-bromothiophen-2-yl)ethyl)carbamate